[K].C(CCCCCCC\C=C/CCCCCCCC)(=O)NC1=NC(=NC(=N1)S)S 6-Oleoylamino-1,3,5-triazine-2,4-dithiol monopotassium salt